C(#N)C=1C=CC(=C(C1)C1=CC(=NC=C1C(=O)NC=1SC=2CN(CCC2N1)C(=O)[C@H]1COCCC1)C)OC |o1:28| (R or S)-4-(5-cyano-2-methoxyphenyl)-6-methyl-N-(5-(tetrahydro-2H-pyran-3-carbonyl)-4,5,6,7-tetrahydrothiazolo[5,4-c]pyridin-2-yl)nicotinamide